ClC1=C(C(=CC=C1)F)C1=N[C@H](C2=NN=C(N2C=2SC=3CC(CC3C12)C=O)C=1N=NC=CC1)C (7S)-9-(2-chloro-6-fluoro-phenyl)-7-methyl-3-pyridazin-3-yl-16-thia-2,4,5,8-tetraazatetracyclo[8.6.0.02,6.011,15]Hexadeca-1(10),3,5,8,11(15)-pentaene-13-carbaldehyde